4-(benzhydryl)pyridine C(C1=CC=CC=C1)(C1=CC=CC=C1)C1=CC=NC=C1